(S)-tert-butyldimethyl-(3-(octadecyloxy)-2-phenoxypropoxy)silane ethyl-2,2-difluorospiro[2.3]hexane-1-carboxylate C(C)OC(=O)C1C(C12CCC2)(F)F.C(C)(C)(C)[Si](OC[C@H](COCCCCCCCCCCCCCCCCCC)OC2=CC=CC=C2)(C)C